CC1CN(CCC1)S(=O)(=O)C(C)C1=CC=2NC3=CC=CC=C3SC2C=C1 2-(1-((3-methylpiperidin-1-yl)sulfonyl)ethyl)-10H-phenothiazine